N,N'-bis(aminoethyl)-N,N'-dimethyl-1,3-propanediamine NCCN(CCCN(C)CCN)C